C(C)(C)(C)OC(CC(=C)C=1C=CC=C2C=C(NC12)C(=O)OCC)=O ethyl 7-(4-(tert-butoxy)-4-oxobut-1-en-2-yl)-1H-indole-2-carboxylate